N1-(1H-benzimidazol-2-ylmethyl)-N1-(2-chloro-5,6,7,8-tetrahydro-quinolin-8-yl)-butane-1,4-diamine N1C(=NC2=C1C=CC=C2)CN(CCCCN)C2CCCC=1C=CC(=NC21)Cl